COC=1C=C(CN(C2=CC(=NC=C2)CN2CCCCC2)CC2=CC(=CC=C2)N2CCOCC2)C=CC1 N-(3-methoxybenzyl)-N-(3-morpholinobenzyl)-2-(piperidin-1-ylmethyl)pyridin-4-amine